tert-butyl 2-(4-bromo-2,5-difluorobenzyl)-1-(2-methoxyethyl)-1H-benzo[d]imidazole-6-carboxylate BrC1=CC(=C(CC2=NC3=C(N2CCOC)C=C(C=C3)C(=O)OC(C)(C)C)C=C1F)F